(6R)-6-((6-cyano-5-(methylthio)pyridin-3-yl)amino)-5-hydroxy-5-methyl-6-oxohexanoic acid ethyl ester C(C)OC(CCCC(C(=O)NC=1C=NC(=C(C1)SC)C#N)(C)O)=O